N=1N(N=CC1)C1=C(C=CC=C1)C(=O)N1[C@@H]2[C@@H](C[C@H](C1)C2)OC2=NC=C(C=N2)Cl (2-(2H-1,2,3-triazol-2-yl)phenyl)((1S,4R,6R)-6-((5-chloropyrimidin-2-yl)oxy)-2-azabicyclo[2.2.1]hept-2-yl)methanone